C12C(CC(C=C1)C2)COCCOCCOCC[N+](C)(C)C 2-[2-[2-(2-bicyclo[2.2.1]hept-5-enylmethoxy)ethoxy]ethoxy]ethyl-trimethylammonium